C(C)(C)(C)OC(=O)N1CC(C1)CS(=O)C 3-((methylsulfinyl)methyl)azetidine-1-carboxylic acid tert-butyl ester